2-(butylamino)-1-(3,4-difluorophenyl)ethan-1-ol C(CCC)NCC(O)C1=CC(=C(C=C1)F)F